OC1=C(C(=O)C2=CC=C(C=C2)CCOC)C=CC=C1 2-hydroxy-4'-methoxyethyl-benzophenone